C(C1=CC=CC=C1)OC1=NC=CC=C1C(C)=O 1-(2-(benzyloxy)pyridin-3-yl)ethan-1-one